C1(CC1)COC=1C=C(C=CC1)CNC(=O)C=1C=C(C=NC1OC)C1=CC=C2C(=NNC2=C1)C(=O)NC 6-[5-({[3-(cyclopropylmeth-oxy)phenyl]methyl}carbamoyl)-6-methoxypyridin-3-yl]-N-methyl-1H-indazole-3-carboxamide